N-[(2S)-5-[[(1R,2S)-2-(4-Fluorophenyl)cyclopropyl]amino]-1-oxo-1-[4-(propan-2-yl)piperazin-1-yl]pentan-2-yl]-4-(1H-1,2,3-triazol-1-yl)benzamide FC1=CC=C(C=C1)[C@H]1[C@@H](C1)NCCC[C@@H](C(N1CCN(CC1)C(C)C)=O)NC(C1=CC=C(C=C1)N1N=NC=C1)=O